BrC1=C(C(=C2C=CC3=C(C=C(C4=CC=C1C2=C34)Br)Br)Br)O 1,3,6,8-tetrabromo-2-hydroxypyrene